Methyl-β-D-xylopyranose C[C@]1(O)[C@H](O)[C@@H](O)[C@H](O)CO1